[C@@H]12CN(CC(CC1)N2)C2=CC=CC(=N2)CNC=2C1=C(N=CC2)N(C=C1Br)COCC[Si](C)(C)C N-((6-((1S)-3,8-diazabicyclo[3.2.1]octan-3-yl)pyridin-2-yl)methyl)-3-bromo-1-((2-(trimethylsilyl)ethoxy)methyl)-1H-pyrrolo[2,3-b]pyridin-4-amine